2-Hydroxypropionic acid ethyl ester (ethyl lactate) C(C)C(C(=O)O)(O)C.C(C)OC(C(C)O)=O